CC1(CN(C1)CC(=O)NC1=CC(=C(C(=C1)OC)C=1C=C2C(=CN1)NN=C2C=2C=NN(C2)C)F)C (3,3-Dimethylazetidin-1-yl)-N-(3-fluoro-5-methoxy-4-(3-(1-methyl-1H-pyrazol-4-yl)-1H-pyrazolo[3,4-c]pyridin-5-yl)phenyl)acetamide